Methyl 3-(2-(3-((5-cyclopropyl-3-(2-(trifluoromethoxy)phenyl)isoxazol-4-yl)methoxy)-8-azabicyclo[3.2.1]octan-8-yl)-4-fluorobenzo[d]thiazol-6-ylsulfonyl)propanoate C1(CC1)C1=C(C(=NO1)C1=C(C=CC=C1)OC(F)(F)F)COC1CC2CCC(C1)N2C=2SC1=C(N2)C(=CC(=C1)S(=O)(=O)CCC(=O)OC)F